3-((2-amino-3-cyclopentyl-7-(1H-pyrazol-5-yl)quinolin-4-yl)amino)propan-1-ol NC1=NC2=CC(=CC=C2C(=C1C1CCCC1)NCCCO)C1=CC=NN1